(S)-5-(methyl(1-phenylethyl)amino)-7-(1H-pyrazol-4-yl)pyrazolo[1,5-a]pyrimidine-2-carboxamide CN(C1=NC=2N(C(=C1)C=1C=NNC1)N=C(C2)C(=O)N)[C@@H](C)C2=CC=CC=C2